4-aminophenyl-boric acid NC1=CC=C(C=C1)OB(O)O